CC1=C(C=NC=C1)S(=O)(=O)C1=CC=C(C=C1)CNC(=O)C1=CC=2C(=CN=CC2)S1 N-{[4-(4-methylpyridine-3-sulfonyl)phenyl]methyl}thieno[2,3-c]pyridine-2-carboxamide